C(C)(C)(C)OC(=O)N(C(OC(C)(C)C)=O)C1=NC=NC(=C1)Cl tert-butyl N-(tert-butoxycarbonyl)-N-(6-chloropyrimidin-4-yl)-carbamate